2-(4-(4-benzoylaminocyclohexylmethyl)piperazin-1-yl)-6-(trifluoromethyl)-8-nitro-benzothiopyran-4-one C(C1=CC=CC=C1)(=O)NC1CCC(CC1)CN1CCN(CC1)C=1SC2=C(C(C1)=O)C=C(C=C2[N+](=O)[O-])C(F)(F)F